3-[6-(3,3-difluoro-5-hydroxy-pentoxy)-1-oxo-2-isoquinolyl]-1-(2-trimethylsilylethoxymethyl)piperidine-2,6-dione FC(CCOC=1C=C2C=CN(C(C2=CC1)=O)C1C(N(C(CC1)=O)COCC[Si](C)(C)C)=O)(CCO)F